N-[(1S)-2-[4-(3,5-dimethyl-1H-pyrazol-4-yl)anilino]-2-oxo-1-[(1R)-6-(6-propylpyrazin-2-yl)indan-1-yl]ethyl]-1-fluoro-cyclopropanecarboxamide CC1=NNC(=C1C1=CC=C(NC([C@H]([C@@H]2CCC3=CC=C(C=C23)C2=NC(=CN=C2)CCC)NC(=O)C2(CC2)F)=O)C=C1)C